NC1=NC=C(C=C1O[C@H](C)C=1C=C(C=CC1)NC(C1=CC(=CC=C1)S(=O)(=O)CC)=O)Cl (R)-N-(3-(1-((2-amino-5-chloropyridin-3-yl)oxy)ethyl)-phenyl)-3-(ethylsulfonyl)-benzamide